3-(5-(3,6-dihydro-2H-pyran-4-yl)-6-methylpyridin-3-yl)-5-(trifluoromethyl)-1,2,4-oxadiazole O1CCC(=CC1)C=1C=C(C=NC1C)C1=NOC(=N1)C(F)(F)F